5-hydroxy-7-({2-methyl-[1,1'-biphenyl]-3-yl}methoxy)-2,3-dihydro-1H-indene-4-carbaldehyde OC1=C(C=2CCCC2C(=C1)OCC=1C(=C(C=CC1)C1=CC=CC=C1)C)C=O